fluorodimethyl-octanedione FC(C(C(CCCCC)=O)=O)(C)C